FC1=C(C=C(C=C1)F)/C=C/C=O (E)-3-(2,5-Difluorophenyl)ACRYLALDEHYDE